6-oxa-1-azaspiro[3.3]heptane trifluoroacetate FC(C(=O)O)(F)F.N1CCC12COC2